(4aR,8aS)-6-[6-[[5-(trifluoromethyl)-1H-pyrazol-4-yl]methyl]-2-azaspiro[3.3]heptane-2-carbonyl]-4,4a,5,7,8,8a-hexahydropyrido[4,3-b][1,4]oxazin-3-one FC(C1=C(C=NN1)CC1CC2(CN(C2)C(=O)N2C[C@@H]3[C@@H](OCC(N3)=O)CC2)C1)(F)F